CC=1C=NN(C1)C1(CC1)C(=O)OC(C)(C)C tert-butyl 1-(4-methyl-1H-pyrazol-1-yl)cyclopropane-1-carboxylate